(2R,3S,5R)-5-(6-(4-(acetylthio)butanamido)-2-fluoro-9H-purin-9-yl)-2-ethynyl-2-(hydroxymethyl)tetrahydrofuran-3-yl 3-(2-acetoxy-4,6-dimethyl phenyl)-3-methylbutanoate C(C)(=O)OC1=C(C(=CC(=C1)C)C)C(CC(=O)O[C@@H]1[C@](O[C@H](C1)N1C2=NC(=NC(=C2N=C1)NC(CCCSC(C)=O)=O)F)(CO)C#C)(C)C